C(C(=O)O)(=O)O.ClC1=C(C=CC=C1Cl)N1CCN(CC1)C(C(=O)N1C2=C(CCC3=C1C=CC=C3)C=CC(=C2)Cl)C [4-(2,3-dichlorophenyl)piperazin-1-yl]-1-[3-chloro-10,11-dihydro-5H-dibenzo[b,f]azepin-5-yl]propan-1-one oxalate